(R)-2-methyl-5-(methyl(1-methylazetidin-3-yl)amino)-N-(1-(2-(1-methyl-1H-pyrazol-4-yl)quinolin-4-yl)ethyl)benzamide CC1=C(C(=O)N[C@H](C)C2=CC(=NC3=CC=CC=C23)C=2C=NN(C2)C)C=C(C=C1)N(C1CN(C1)C)C